C(C=C)(=O)NC(C(C)C)S(=O)(=O)[O-] acrylamido-2-methylpropane-sulfonate